C12COCC(CC1)N2C2CCC(CC2)N2C(NC1=C2C=C(C(=C1)C=1C=C(C=2N(C1)N=CN2)OC)C(C)C)=O 1-(4-(3-Oxa-8-azabicyclo[3.2.1]octan-8-yl)cyclohexyl)-6-isopropyl-5-(8-methoxy-[1,2,4]triazolo[1,5-a]pyridin-6-yl)-1,3-dihydro-2H-benzo[d]imidazol-2-on